F[C@@H]1CN(CC[C@@H]1NC=1C=2C=C(N(C2C=CC1)CC(F)(F)F)C#CCNC1=C(C=C(C=C1)S(=O)(=O)C)OC)C(C)C |r| rac-N-[(3R,4S)-3-fluoro-1-(propan-2-yl)piperidin-4-yl]-2-{3-[(4-methanesulfonyl-2-methoxyphenyl)amino]prop-1-yn-1-yl}-1-(2,2,2-trifluoroethyl)-1H-indol-4-amine